C(C)(C)(C)OC(=O)N1C(CC2=CC=CC=C12)(C(=O)O)CC=C 2-allylindoline-1,2-dicarboxylic acid 1-tert-butyl ester